methyl 1-((2,2-dimethylpyrrolidin-1-yl)methyl)cyclopropanecarboxylate CC1(N(CCC1)CC1(CC1)C(=O)OC)C